4-((1-ethynylcyclopropyl)amino)-5-methoxy-1-(2-methylpyridin-3-yl)-7-(trifluoromethyl)pyrido[2,3-d]pyrimidin-2(1H)-one C(#C)C1(CC1)NC=1C2=C(N(C(N1)=O)C=1C(=NC=CC1)C)N=C(C=C2OC)C(F)(F)F